COC(=O)C1=CSC(=C1NC1=CC2=C(OCCN2C2=CC=CC=C2)C=C1)[N+](=O)[O-] Methyl-5-nitro-4-((4-phenyl-3,4-dihydro-2H-benzo[b][1,4]oxazin-6-yl)amino)thiophene-3-carboxylate